Benzyl (S)-2-((tert-butoxycarbonyl)amino)but-3-enoate C(C)(C)(C)OC(=O)N[C@H](C(=O)OCC1=CC=CC=C1)C=C